NCC1=CC=C(C=C1)NC(=O)C1=CC2=C(OCCC3=C2SC=C3)C=C1C=1C(=NC(=CC1)N1N=CC(=C1)C(F)(F)F)C(=O)O 3-(9-((4-(aminomethyl)phenyl)carbamoyl)-4,5-dihydrobenzo[b]thieno[2,3-d]oxepin-8-yl)-6-(4-(trifluoromethyl)-1H-pyrazol-1-yl)picolinic acid